2-phenyl-1-(phenylethynyl)-1,2,3,4-tetrahydroisoquinoline C1(=CC=CC=C1)N1C(C2=CC=CC=C2CC1)C#CC1=CC=CC=C1